1-(2-((2-((3-chloro-2-fluorobenzyl)amino)-2-oxoethyl)(isopropyl)amino)-2-oxoethyl)-5-(pyrimidin-5-ylamino)-1H-indole-3-carboxamide ClC=1C(=C(CNC(CN(C(CN2C=C(C3=CC(=CC=C23)NC=2C=NC=NC2)C(=O)N)=O)C(C)C)=O)C=CC1)F